Benzyl (1-(3-((tert-butoxycarbonyl)amino)propyl) piperidin-4-yl)carbamate C(C)(C)(C)OC(=O)NCCCN1CCC(CC1)NC(OCC1=CC=CC=C1)=O